tert-butyl (5-(5-fluoro-2-methylpyridin-4-yl)pyrazolo[1,5-a]pyridin-2-yl)carbamate FC=1C(=CC(=NC1)C)C1=CC=2N(C=C1)N=C(C2)NC(OC(C)(C)C)=O